C1=CC=C(C=C1)COC(=O)N[C@@H](CCC(=O)N)C(=O)O N-Cbz-L-glutamine